5-(3-phenoxyprop-1-yn-1-yl)-1,3,4-thiadiazol-2-amine O(C1=CC=CC=C1)CC#CC1=NN=C(S1)N